CN1N=CC2=CC=CC(=C12)NS(=O)(=O)C=1C=NN(C1)C=1NC(C=C(C1)C(F)(F)F)=O N-(1-METHYL-1H-INDAZOL-7-YL)-1-(6-OXO-4-(TRIFLUOROMETHYL)-1,6-DIHYDROPYRIDIN-2-YL)-1H-PYRAZOLE-4-SULFONAMIDE